5-(1-(2,2-difluoroethyl)-1H-benzo[d][1,2,3]triazol-6-yl)-N-((3S,4R)-3-fluoro-1-(oxetan-3-yl-3-d)piperidin-4-yl)-4-methoxypyrrolo[2,1-f][1,2,4]triazin-2-amine FC(CN1N=NC2=C1C=C(C=C2)C=2C=CN1N=C(N=C(C12)OC)N[C@H]1[C@H](CN(CC1)C1(COC1)[2H])F)F